COC1=CC=C(C=C1)C(OC[C@@](CO[Si](C(C)C)(C(C)C)C(C)C)(O[C@H](CO)N1C2=NC=NC(=C2N=C1)NC(C1=CC=CC=C1)=O)CO)(C1=CC=CC=C1)C1=CC=C(C=C1)OC N-[9-[(1R)-1-[(1S)-1-[[bis(4-methoxyphenyl)-phenyl-methoxy]methyl]-1-(hydroxymethyl)-2-triisopropylsilyloxy-ethoxy]-2-hydroxy-ethyl]purin-6-yl]benzamide